2-[6-(tert-butoxycarbonylamino)-4-methyl-5-oxo-7,8-dihydro-6H-pyrazolo[1,5-a][1,3]diazepin-2-yl]ethyl methanesulfonate CS(=O)(=O)OCCC1=NN2C(N(C(C(CC2)NC(=O)OC(C)(C)C)=O)C)=C1